benzyl (R)-3-((5-(hydrazinecarbonyl)-1H-pyrrolo[2,3-b]pyridin-4-yl)amino)piperidine-1-carboxylate N(N)C(=O)C=1C(=C2C(=NC1)NC=C2)N[C@H]2CN(CCC2)C(=O)OCC2=CC=CC=C2